CC1(CCC(CC1)N1CCC(CC1)C1NC(C=2C(=CC(=CC12)F)C(=O)N)=O)C 1-(4,4-dimethyl-cyclohexyl-piperidin-4-yl)-6-fluoro-3-oxo-2,3-dihydro-1H-isoindole-4-carboxylic acid amide